benzyl (5R,6S,7R)-6-(6-bromo-1-methyl-1H-indol-3-yl)-7-nitro-5-phenylspiro[2.4]heptane-5-carboxylate BrC1=CC=C2C(=CN(C2=C1)C)[C@H]1[C@@](CC2(CC2)[C@@H]1[N+](=O)[O-])(C(=O)OCC1=CC=CC=C1)C1=CC=CC=C1